CC1=C(C=CC(=C1)CC(C)C)CC(=O)O 2-methyl-4-(2-methylpropyl)phenylacetic acid